C(C=C)C=1C=C(C(N(C1)C(C(=O)OC)[C@@H](CC)C)=O)F methyl (3R)-2-(5-allyl-3-fluoro-2-oxopyridin-1(2H)-yl)-3-methylpentanoate